tert-butyl N-[[4-[2-(4-hydroxybutyl)thieno[2,3-b]pyridin-4-yl]-2-methyl-phenyl]methyl]carbamate OCCCCC1=CC=2C(=NC=CC2C2=CC(=C(C=C2)CNC(OC(C)(C)C)=O)C)S1